FC1=C2OC=3C=C(C=CC3C(C2=CC=C1)=O)N1C[C@@H](CC1)O 5-fluoro-3-[(3R)-3-hydroxypyrrolidin-1-yl]xanthen-9-one